tert-butyl (6-oxopiperidin-3-yl)carbamate O=C1CCC(CN1)NC(OC(C)(C)C)=O